5-(2-ethylhexyl)(p-nonanyl)(p-nonylphenyl)(2-ethylhexyl)phosphonic acid C(C)C(CC(CCC(CP(OC1=CCC(C=C1)(CCCCCCCCC)CCCCCCCCC)(O)=O)CC)C)CCCC